biphenolsulfonic acid C1(=C(C(=CC=C1)S(=O)(=O)O)C=1C(=CC=CC1)O)O